(1-(4-cyclobutyl-5-(5-ethyl-4H-1,2,4-triazol-3-yl)-2-methylbenzoyl)-4-fluoropiperidin-4-yl)benzonitrile C1(CCC1)C1=CC(=C(C(=O)N2CCC(CC2)(F)C2=C(C#N)C=CC=C2)C=C1C1=NN=C(N1)CC)C